methyl 4-(2-hydroxyethyl)-2-methoxybenzoate OCCC1=CC(=C(C(=O)OC)C=C1)OC